The molecule is a member of the class of 2-pyranones that is 2H-pyran-2-one substituted by a methoxy group at position 4 and a 3,5-dimethyl-6-phenylhexa-1,3,5-trien-1-yl group at position 6 (the 1E,3Z,5E stereoisomer). It has been isolated from an endophytic fungus Aspergillus niger. It has a role as an Aspergillus metabolite. C/C(=C/C(=C/C1=CC=CC=C1)/C)/C=C/C2=CC(=CC(=O)O2)OC